CS(=O)(=O)[O-].C[N+](CCCCCCCCCCCCCCCCCC)(CCC[Si](OCC(C)O)(OCC(C)O)OCC(C)O)C N,N-dimethyl-N-(3-(tris(2-hydroxypropoxy)silyl)propyl)octadecan-1-aminium methanesulfonate